6-(2-(m-Tolyl)-5,6-dihydro-4H-pyrrolo[1,2-b]pyrazol-3-yl)benzo[d]thiazole C1(=CC(=CC=C1)C=1C(=C2N(N1)CCC2)C2=CC1=C(N=CS1)C=C2)C